(2R,4R)-6-chloro-4-hydroxy-N-{(1r,4R)-4-[4-(4,4,4-trifluorobutoxy)-1H-pyrazol-1-yl]cyclohexyl}-3,4-dihydro-2H-1-benzopyran-2-carboxamide ClC=1C=CC2=C([C@@H](C[C@@H](O2)C(=O)NC2CCC(CC2)N2N=CC(=C2)OCCCC(F)(F)F)O)C1